6-[(1-{[(2S)-4,4-dimethylmorpholin-4-ium-2-yl] acetyl} azetidin-3-yl) oxy]-2-hydroxybenzoate C[N+]1(C[C@@H](OCC1)CC(=O)N1CC(C1)OC1=CC=CC(=C1C(=O)[O-])O)C